prop-2-ene-1-one C(C=C)=O